3-(4-cyano-3,5-difluorophenyl)-N-(4-methyl-3-(pyridin-4-yl)-1H-pyrazol-5-yl)propenamide C(#N)C1=C(C=C(C=C1F)C=CC(=O)NC1=C(C(=NN1)C1=CC=NC=C1)C)F